ClC=1C=C2C[C@](C(C2=CC1)=NN)(C(=O)OC)O Methyl (S)-5-chloro-1-hydrazineylidene-2-hydroxy-2,3-dihydro-1H-indene-2-carboxylate